C1(CCCCC1)C[C@@H](C(=O)NC(C(=O)O)CC1C(NC2(C1)CCCCC2)=O)NC(=O)C=2NC1=CC=CC=C1C2 2-((S)-3-cyclohexyl-2-(1H-indole-2-carboxamido)propanamido)-3-(2-oxo-1-azaspiro[4.5]decan-3-yl)propanoic acid